Cl.C(C1=CC=CC=C1)(=O)OC1=C(C=C(C=C1)C[C@@H](C(=O)OC(CCC)CCC)N)OC(C1=CC=CC=C1)=O (S)-4-(2-amino-3-(hept-4-yloxy)-3-oxopropyl)-1,2-phenylene dibenzoate hydrochloride